[1-(6-methyl-2-pyridinyl)cyclobutyl]Acetonitrile CC1=CC=CC(=N1)C1(CCC1)CC#N